(2,6-difluorophenyl)piperidine-4-carbonitrile FC1=C(C(=CC=C1)F)N1CCC(CC1)C#N